FC1=NC(=CC=C1C(C)O)C=1C=NN2C1C=CC(=C2)OC=2N=NC(=CC2)C 1-[2-fluoro-6-[6-(6-methylpyridazin-3-yl)oxypyrazolo[1,5-a]pyridin-3-yl]-3-pyridyl]ethanol